N-{2-[1-(1,1-difluoropropan-2-yl)-1,2,3,6-tetrahydropyridin-4-yl]-6-fluorophenyl}-4-(4-methylphenyl)piperidine-1-carboxamide FC(C(C)N1CCC(=CC1)C1=C(C(=CC=C1)F)NC(=O)N1CCC(CC1)C1=CC=C(C=C1)C)F